N-((S)-(7-((S*)-(1-Cyanocyclopropyl)(2-(3,3-difluorocyclobutyl)acetamido)methyl)imidazo[1,2-b]pyridazin-2-yl)(4,4-difluorocyclohexyl)methyl)-1-isopropyl-1H-pyrazole-5-carboxamide C(#N)C1(CC1)[C@H](C1=CC=2N(N=C1)C=C(N2)[C@@H](NC(=O)C2=CC=NN2C(C)C)C2CCC(CC2)(F)F)NC(CC2CC(C2)(F)F)=O |o1:5|